4-(1-oxo-2-isoindolinyl)phenylbutyric acid O=C1N(CC2=CC=CC=C12)C1=CC=C(C=C1)C(C(=O)O)CC